chlorodiethyl[(trichlorosilyl)methyl]silane Cl[Si](C[Si](Cl)(Cl)Cl)(CC)CC